N[C@@H](C1=CC=CC=C1)CC(=O)O β-phenylalanine